FC1(CC=C(CC1)C1=NC=C(C#N)C(=C1)C1=NN(C=C1)C(F)F)F 6-(4,4-difluorocyclohex-1-en-1-yl)-4-(1-(difluoromethyl)-1H-pyrazol-3-yl)nicotinonitrile